propylene glycol ethyl Methyl ether COC(COCC)C